benzazole N1C=CC2=C1C=CC=C2